C(C1=CC=CC=C1)OC1=C(C(=CC(=C1C)O)O)C(=O)N1CC2=CC=CC(=C2C1)N1CC(CCC1)O (2-(Benzyloxy)-4,6-dihydroxy-3-methylphenyl)(4-(3-hydroxypiperidin-1-yl)isoindolin-2-yl)methanone